N,N,N',N'-tetrakis-(2-hydroxypropyl)-1,5-diaminopentane OC(CN(CCCCCN(CC(C)O)CC(C)O)CC(C)O)C